FC(C1=NN=C(O1)C=1C=NC(=NC1)NC1(CCC1)C1=CC=C(C=C1)C1CCN(CC1)CC)F 5-(5-(difluoromethyl)-1,3,4-oxadiazol-2-yl)-N-(1-(4-{1-ethylpiperidin-4-yl}phenyl)cyclobutyl)pyrimidin-2-amine